2-hexacosanoyl-propan C(CCCCCCCCCCCCCCCCCCCCCCCCC)(=O)C(C)C